6-cyano-4-hydroxycinnamic acid C(#N)C1=CC(=CC=C1C=CC(=O)O)O